3-((3-((4-(4-amino-3-(4-phenoxyphenyl)-1H-pyrazolo[3,4-d]pyrimidin-1-yl)piperidin-1-yl)methyl)-4-fluoropyridin-2-yl)amino)piperidine-2,6-dione NC1=C2C(=NC=N1)N(N=C2C2=CC=C(C=C2)OC2=CC=CC=C2)C2CCN(CC2)CC=2C(=NC=CC2F)NC2C(NC(CC2)=O)=O